(4R,11S)-1-amino-10-(difluoromethoxy)-2,4,5,11-tetrahydro-6H-4,11-methanobenzo[c]pyrazolo[4,3-f]azocin-6-one NC=1NN=C2C1[C@H]1C3=C(C(N[C@@H]2C1)=O)C=CC=C3OC(F)F